FC1(CCC(CC1)(C)NC(C1=CC(=NC=C1)N1C=NC=C1)=O)F N-(4,4-difluoro-1-methylcyclohexyl)-2-(1H-imidazol-1-yl)isonicotinamide